4-bromo-4b,5,5a,6-tetrahydro-1H-cyclopropa[4,5]cyclopenta[1,2-f]indazole BrC1=C2C=NNC2=CC2=C1C1C(C2)C1